ClC1=C(C=CC=C1)C=1CCCC2=C(C1C1=CC=C(C=C3CN(C3)CCCF)C=C1)C=CC=C2 3-(4-(8-(2-Chlorophenyl)-6,7-dihydro-5H-benzo[7]annulen-9-yl)benzyliden)-1-(3-fluoropropyl)azetidin